COCC=1C=2N(C=C(C1)C)C=C(N2)C=O (8-(methoxymethyl)-6-methylimidazo[1,2-a]pyridin-2-yl)methanone